Methyl 2-(Hydroxymethyl)Acrylate OCC(C(=O)OC)=C